COC1=C(CNC=2C3=C(N=CN2)C(=NC(=C3)NC)C3=C(C(=CC=C3C)OC)C)C=CC(=C1)OC N4-(2,4-dimethoxybenzyl)-8-(3-methoxy-2,6-dimethylphenyl)-N6-methylpyrido[3,4-d]pyrimidine-4,6-diamine